ClC1=C(C=C(OCC(=O)NC23CC(C2)(C3)NC(=O)C3COC2=C(O3)C=CC=C2)C=C1)F N-{3-[2-(4-chloro-3-fluorophenoxy)acetamido]bicyclo[1.1.1]pentan-1-yl}-2,3-dihydro-1,4-benzodioxine-2-carboxamide